N-(p-methylphenyl)maleimide CC1=CC=C(C=C1)N1C(C=CC1=O)=O